C(C)(C)[C@@H]1N=C(OC1)CC=1OC[C@@H](N1)C(C)C Bis((S)-4-isopropyl-4,5-dihydrooxazol-2-yl)methane